2,5-diazabicyclo[4.2.0]octane-2,5-dicarboxylic acid di-tert-butyl ester C(C)(C)(C)OC(=O)N1C2CCC2N(CC1)C(=O)OC(C)(C)C